O1CC=CC2=NC=CC=C21 2H-Pyrano[3,2-b]pyridine